9-bromo-8-chloro-7-(2,6-difluorophenyl)-5H-pyrimido[1,2-a][1,4]benzodiazepine-3-One BrC=1C=CC2=C(C(=NCC=3N2C=CC(N3)=O)C3=C(C=CC=C3F)F)C1Cl